ClC=1C(=C(C(=CC1)N1N=NN=C1)C1=CC(N2[C@@H](CC[C@@H]2C1)C=1NC(=CN1)C1=C(C(=[N+](C=C1)[O-])CO)F)=O)F 4-(2-((3S,8aR)-7-(3-chloro-2-fluoro-6-(1H-tetrazol-1-yl)phenyl)-5-oxo-1,2,3,5,8,8a-hexahydroindolizin-3-yl)-1H-imidazol-5-yl)-3-fluoro-2-(hydroxymethyl)pyridine 1-oxide